COC=1C=C(C=O)C=CC1OCC(N1CCN(CC1)S(=O)(=O)CC1=CC=CC=C1)=O 3-methoxy-4-(2-oxo-2-(4-toluenesulfonylpiperazin-1-yl)ethoxy)benzaldehyde